BrC=1C2=C(C=NC1)N=CN2CCCN(C(OC(C)(C)C)=O)C tert-butyl N-[3-(7-bromoimidazo[4,5-c]pyridin-1-yl)propyl]-N-methyl-carbamate